N-(3-(6-bromooxazolo[4,5-b]pyridin-2-yl)-5-fluoro-2-methylphenyl)-2-chloro-4-methylbenzamide BrC=1C=C2C(=NC1)N=C(O2)C=2C(=C(C=C(C2)F)NC(C2=C(C=C(C=C2)C)Cl)=O)C